CC(C)(C)OC(=O)NCC(=O)NCC(=O)O N-(tert-Butoxycarbonyl)glycylglycine